C(CCCCCCC)C1C(C1)C(=O)O 2-octylcyclopropanecarboxylic acid